trifluoromethylsulfone FC(F)(F)S(=O)(=O)C(F)(F)F